[6-(2-chloro-5-fluorophenyl)-3-(2,2-difluoroethyl)-2-methyl-8-oxo-7,8-dihydro-6H-pyrrolo[4,3-g]indazol-5-yl]-5,7-difluorobenzo[b]thiophene-3-carboxamide ClC1=C(C=C(C=C1)F)C1NC(C2=C1C(=CC1=C(N(N=C21)C)CC(F)F)C2=C(C1=C(S2)C(=CC(=C1)F)F)C(=O)N)=O